C(C)(C)(C)OC(=O)NC[C@H]1OC2=C(OC1)C=C(C=C2[C@@H](C)NC2=NC=1N(C=C2)N=CC1C(=O)O)F 5-(((1R)-1-((3R)-3-(((tert-butoxycarbonyl)amino)methyl)-7-fluoro-2,3-dihydrobenzo[b][1,4]dioxin-5-yl)ethyl)amino)pyrazolo[1,5-a]pyrimidine-3-carboxylic acid